ethyl [(4-bromo-3-cyanothieno[2,3-c]pyridin-2-yl)amino]methanoate BrC1=C2C(=CN=C1)SC(=C2C#N)NC(=O)OCC